C1N(CCC2=CC=CC=C12)C[C@H](CN1C(C2=CC=C(C=C2CC1)N1C2COC(C1)C2)=O)O 2-[(2R)-3-(3,4-Dihydro-1H-isochinolin-2-yl)-2-hydroxy-propyl]-6-(2-oxa-5-azabicyclo[2.2.1]heptan-5-yl)-3,4-dihydroisochinolin-1-on